C(\C=C/CCCCCC)=O (Z)-2-NONENAL